OOC=1C(=O)O[C@@](C1OC(CO)C)([C@@H](O)CO)CC(C)C 2-O-hydroxyisobutyl-3-O-(1-methyl-2-hydroxyethyl)ascorbic acid